O=C1C(C2(CC1)C1CC1N(CC2)C(=O)OC(C)(C)C)C(=O)OC 5-(tert-butyl) 2'-methyl 3'-oxo-5-azaspiro[bicyclo[4.1.0]heptane-2,1'-cyclopentane]-2',5-dicarboxylate